Cl.O1C(=CC=C1)C1=NN2C(N=C(C=C2)NC[C@@H]2NCCC2)=C1C#N (2-furyl)-5-[[(2R)-pyrrolidin-2-yl]methylamino]pyrazolo[1,5-a]pyrimidine-3-carbonitrile hydrochloride